chloro-4-(4-fluorophenyl)thiazole-5-carbonitrile ClC=1SC(=C(N1)C1=CC=C(C=C1)F)C#N